BrC=1C(=C(C(=NC1)NCC1=CC=C(C=C1)OC)[N+](=O)[O-])N 5-bromo-N2-(4-methoxybenzyl)-3-nitropyridine-2,4-diamine